ortho-vinyl-toluene C(=C)C1=C(C)C=CC=C1